FC(CN1C(=NC=2C1=NC(=CC2)C=2C=CN1N=C(N=CC12)N[C@@H]1CC[C@H](CC1)N(C)C)C)F trans-N1-(5-(3-(2,2-difluoroethyl)-2-methyl-3H-imidazo[4,5-b]pyridin-5-yl)pyrrolo[2,1-f][1,2,4]triazin-2-yl)-N4,N4-dimethylcyclohexane-1,4-diamine